C(C)C(C(=O)Cl)CCCC monoethyl-hexanoyl chloride